CCC methylethan